2-fluoro-5-methoxy-1,3-dimethyl-benzene FC1=C(C=C(C=C1C)OC)C